bis(2,4-di-t-butylphenol) diphosphite OP(O)OP(O)O.C(C)(C)(C)C1=C(C=CC(=C1)C(C)(C)C)O.C(C)(C)(C)C1=C(C=CC(=C1)C(C)(C)C)O